C(CCCCCC)OC(N(CCCCCC)CCCCCC)=O.FC1=CC=C(CN2N=C(N=N2)C2=CC=C(C=C2)S(=O)(=O)NC[C@@H](C)O)C=C1 (R)-4-(2-(4-fluorobenzyl)-2H-tetrazol-5-yl)-N-(2-hydroxypropyl)benzenesulfonamide heptyl-N,N-dihexylcarbamate